NC[C@]1(C(NCC1)=O)C=1OC(=NN1)C1=C(C=CC=C1)NC1=CC=C(C=C1)C(F)(F)F (S)-3-(Aminomethyl)-3-(5-(2-((4-(trifluoromethyl)phenyl)amino)phenyl)-1,3,4-oxadiazol-2-yl)pyrrolidin-2-one